BrC1=CC=C(C(=N1)CC1(CC(N(CC1)CC1=C(C(=CC=C1)Cl)F)CC)C(=O)OC)F methyl 4-((6-bromo-3-fluoropyridin-2-yl) methyl)-1-(3-chloro-2-fluorobenzyl)-2-ethylpiperidine-4-carboxylate